N1C=C(C2=CC=CC=C12)CC(\C=C\C(C)C)NC(=O)C1=CC2=C(S1)C=C(C=C2)N2CCN(CC2)C (E)-N-(1-(1H-indol-3-yl)-5-methylhex-3-en-2-yl)-6-(4-methylpiperazin-1-yl)benzo[b]thiophene-2-carboxamide